(3R,5R,8R,9R,10S,13S,14S,17S)-17-[3-(cyclopropylmethyl)oxetan-3-yl]-3,13-dimethyl-2,4,5,6,7,8,9,10,11,12,14,15,16,17-tetradecahydro-1H-cyclopenta[a]phenanthren-3-ol C1(CC1)CC1(COC1)[C@H]1CC[C@H]2[C@@H]3CC[C@@H]4C[C@@](CC[C@@H]4[C@H]3CC[C@]12C)(O)C